tert-butyl (3-chloro-4-(trifluoromethoxy)benzyl)(3-((3-((7-fluoro-6-(pyridin-4-yl)-1-(tetrahydro-2H-pyran-2-yl)-1H-indazol-4-yl)amino)propyl)amino)-3-oxopropyl)carbamate ClC=1C=C(CN(C(OC(C)(C)C)=O)CCC(=O)NCCCNC2=C3C=NN(C3=C(C(=C2)C2=CC=NC=C2)F)C2OCCCC2)C=CC1OC(F)(F)F